3-(6-chloropyridazin-3-yl)aniline ClC1=CC=C(N=N1)C=1C=C(N)C=CC1